8-fluoro-7-(7-fluoro-3-(methoxymethoxy)-8-((triisopropylsilyl)ethynyl)naphthalen-1-yl)-5-methoxy-2-(methylthio)-4-(2-(trimethylsilyl)ethoxy)pyrido[4,3-d]pyrimidine FC1=C(N=C(C2=C1N=C(N=C2OCC[Si](C)(C)C)SC)OC)C2=CC(=CC1=CC=C(C(=C21)C#C[Si](C(C)C)(C(C)C)C(C)C)F)OCOC